(2S,4S)-4-fluoro-1-(2-(4-((7-fluoroquinolin-5-yl)amino)piperidin-1-yl)acetyl)pyrrolidine-2-carbonitrile F[C@H]1C[C@H](N(C1)C(CN1CCC(CC1)NC1=C2C=CC=NC2=CC(=C1)F)=O)C#N